5,6-dihydro-4H-pyrrolo[1,2-b]pyrazol-6-ylmethanol N=1N2C(=CC1)CCC2CO